N1=CC(=CC=C1)C1=C(C=NC=C1)C(=O)N [3,4'-bipyridine]-3'-carboxamide